C(C)(C)(C)OC(CNCCC(C(=O)OCC1=CC=CC=C1)(C)C)=O benzyl 4-((2-(tert-butoxy)-2-oxoethyl)amino)-2,2-dimethylbutanoate